oxygen bisazide O(N=[N+]=[N-])N=[N+]=[N-]